C(#C)C1=CC(=C(CNC2CC2)C=C1)OC N-(4-ethynyl-2-methoxybenzyl)cyclopropylamine